FC1=C(C(=CC(=C1)F)OCCOC)C=1C2=C(C(=NC1C1=NN3C(CN([C@@H](C3)C)C(=O)OC(C)(C)C)=C1)O)C=CS2 tert-butyl (R)-2-((S)-7-(2,4-difluoro-6-(2-methoxyethoxy)phenyl)-4-hydroxythieno[3,2-c]pyridin-6-yl)-6-methyl-6,7-dihydropyrazolo[1,5-a]pyrazine-5(4H)-carboxylate